[Na].C(C1=CC=CC=C1)[C@]12N(C[C@H](NC1)[C@@H]2F)C2(C1=CC=CC=C1C=1C=CC=CC21)C2=CC=CC=C2 Benzyl-(1S,4S,7S)-7-fluoro-2-(9-phenyl-9H-fluoren-9-yl)-2,5-diazabicyclo[2.2.1]heptane monosodium